1-Benzyl N-[3-[3-[[2-(2,6-dioxo-3-piperidyl)-1,3-dioxo-isoindolin-4-yl]amino]cyclobutoxy]propyl]-N-methyl-carbamate O=C1NC(CCC1N1C(C2=CC=CC(=C2C1=O)NC1CC(C1)OCCCN(C(OCC1=CC=CC=C1)=O)C)=O)=O